O.O.S(=O)(=O)([O-])[O-].[Pd+2] Palladium(II) sulfat Dihydrat